5,6-difluoro-3-phenyl-1-benzothiophene FC=1C(=CC2=C(C(=CS2)C2=CC=CC=C2)C1)F